N1=CNC2=NC=CC(=C21)C=2C=NN(C2)C2=CC=C(C=N2)C(CCC(F)(F)F)S(=O)(=O)N (6-(4-(3H-imidazo[4,5-b]pyridin-7-yl)-1H-pyrazol-1-yl)pyridin-3-yl)-4,4,4-trifluorobutane-1-sulfonamide